N-(3-bromo-2-chlorophenyl)-7-(2-(difluoromethoxy)ethyl)-5,6,7,8-tetrahydro-2,7-naphthyridine-3-carboxamide BrC=1C(=C(C=CC1)NC(=O)C=1N=CC=2CN(CCC2C1)CCOC(F)F)Cl